OC(=O)C(F)(F)F.C1C(CC12CNCC2)NC2=CC(=C(C#N)C=C2)NC2CCN(CC2)C 4-(6-azaspiro[3.4]octan-2-ylamino)-2-((1-methyl-piperidin-4-yl)amino)benzonitrile TFA salt